tert-butyl 2-(1-((1-(4-((2,6-dioxopiperidin-3-yl)amino)-2-fluorophenyl)piperidin-4-yl)methyl)piperidin-4-yl)acetate O=C1NC(CCC1NC1=CC(=C(C=C1)N1CCC(CC1)CN1CCC(CC1)CC(=O)OC(C)(C)C)F)=O